CC(CN1N=CC(=C1)C1=C(C(=O)O)C=C(C=C1)NC(=O)C1(CC1)C1=C(C=C(C=C1)OC(F)(F)F)F)(C)C 2-[1-(2,2-Dimethylpropyl)-1H-pyrazol-4-yl]-5-[({1-[2-fluoro-4-(trifluoromethoxy)phenyl]cyclopropyl}carbonyl)amino]benzoic acid